(4-(5-(3,5-dichlorophenyl)-5-(trifluoromethyl)-4,5-dihydro-isoxazol-3-yl)-2-methylbenzoyl)glycine ClC=1C=C(C=C(C1)Cl)C1(CC(=NO1)C1=CC(=C(C(=O)NCC(=O)O)C=C1)C)C(F)(F)F